Cl.N[C@H](C(=O)O)CC1=CC=C(C=C1)C=1C2=C(N=C(N1)N)N(C=C2)CC2=CC=C(C=C2)Br (S)-2-amino-3-(4-(2-amino-7-(4-bromobenzyl)-7H-pyrrolo[2,3-d]pyrimidin-4-yl)phenyl)propionic acid hydrochloride